4-[2-(benzyloxy)-2-oxoethyl]phenyl 5-{[(1Z)-{[(tertbutoxy)carbonyl]amino}({[(tert-butoxy)carbonyl]imino})methyl]amino}indazole-1-carboxylate C(C)(C)(C)OC(=O)N\C(=N/C(=O)OC(C)(C)C)\NC=1C=C2C=NN(C2=CC1)C(=O)OC1=CC=C(C=C1)CC(=O)OCC1=CC=CC=C1